2,5-diphenyl-tetrazolium bromide salt [Br-].C1(=CC=CC=C1)N1[NH+]=C(N=N1)C1=CC=CC=C1